ClP(C=C)Cl dichloro(vinyl)phosphine